1,1-Methandiamin C(N)N